(3R,5S)-5-(benzyloxymethyl)-3-hydroxy-dihydrofuran-2(3H)-one C(C1=CC=CC=C1)OC[C@@H]1C[C@H](C(O1)=O)O